BrC1=C(CCOCCCNC(OC(C)(C)C)=O)C=CC=C1 tert-Butyl (3-(2-bromophenethoxy)propyl)carbamate